S(N)(OC[C@H]1OC2(O[C@@H]1C1=C(C=CC=C1)C)CCCC2)(=O)=O ((2R,3R)-3-(2-methylphenyl)-1,4-dioxaspiro[4.4]nonan-2-yl)methyl sulfamate